2-(tert-butyl)-N-(3-fluoro-4-(6-(1-methyl-1H-pyrazol-4-yl)pyrazolo[1,5-a]pyrazin-4-yl)benzyl)-2H-tetrazole-5-carboxamide C(C)(C)(C)N1N=C(N=N1)C(=O)NCC1=CC(=C(C=C1)C=1C=2N(C=C(N1)C=1C=NN(C1)C)N=CC2)F